1-(3-fluoro-4-((3R,4R)-7-hydroxy-3-phenylchroman-4-yl)phenyl)piperidine-4-carbaldehyde FC=1C=C(C=CC1[C@@H]1[C@@H](COC2=CC(=CC=C12)O)C1=CC=CC=C1)N1CCC(CC1)C=O